3-({3-fluoro-4-[5-(trifluoromethyl)-1,2,4-oxadiazol-3-yl]phenyl}methoxy)pyridazine FC=1C=C(C=CC1C1=NOC(=N1)C(F)(F)F)COC=1N=NC=CC1